C(#N)C1=CC=C(C=C1)C1=CN=C2N1C=CC(=C2)C(=O)NCC2=CN=NC=C2 3-(4-cyanophenyl)-N-(pyridazin-4-ylmethyl)imidazo[1,2-a]pyridine-7-carboxamide